rac-cis-6-(4-(1-(4-fluorophenyl)-3-methoxypropyl)piperidine-1-carbonyl)hexahydro-2H-pyrido[4,3-b][1,4]Oxazin-3(4H)-one FC1=CC=C(C=C1)[C@H](CCOC)C1CCN(CC1)C(=O)N1C[C@@H]2[C@@H](OCC(N2)=O)CC1 |&1:7|